4-Glucosyloxy-2',4'-dihydroxy-3'-isopentenyl-chalcone C1([C@H](O)[C@@H](O)[C@H](O)[C@H](O1)CO)OC1=CC=C(C=C1)\C=C\C(=O)C1=C(C(=C(C=C1)O)CCC(=C)C)O